7-but-3-enyl-6-iodo-4-methoxy-pyrrolo[2,3-d]Pyrimidine C(CC=C)N1C(=CC2=C1N=CN=C2OC)I